ethyl furancarboxylate O1C(=CC=C1)C(=O)OCC